tert-butyl 3-(7-(8-ethynylnaphthalen-1-yl)-8-fluoro-2-((hexahydro-1H-pyrrolizin-7a-yl)methoxy)pyrido[4,3-d]pyrimidin-4-yl)-3,8-diazabicyclo[3.2.1]octane-8-carboxylate C(#C)C=1C=CC=C2C=CC=C(C12)C1=C(C=2N=C(N=C(C2C=N1)N1CC2CCC(C1)N2C(=O)OC(C)(C)C)OCC21CCCN1CCC2)F